F[C@H](C1=CC2=C(SC(=C2)C(N[C@H]2CCC[C@@H]3N(C2=O)[C@@H](CC3)C(=O)N3CC(C3)C=3C=NC=CC3OC)=O)C=C1)P(O)(O)=O ((S)-fluoro(2-(((3S,6S,9aS)-3-(3-(4-methoxypyridin-3-yl)azetidine-1-carbonyl)-5-oxooctahydro-1H-pyrrolo[1,2-a]azepin-6-yl)carbamoyl)benzo[b]thiophen-5-yl)methyl)phosphonic acid